dimethyl-tin dihydroxyacetate OC(C(=O)[O-])O.C[Sn+2]C.OC(C(=O)[O-])O